Triethylamine bisulfate S(O)(O)(=O)=O.C(C)N(CC)CC